stearyloxydimethylsilane C(CCCCCCCCCCCCCCCCC)O[SiH](C)C